BrC1=CC=C2C=3C=CC(=CC3CCC2=C1)O 7-bromo-9,10-dihydrophenanthren-2-ol